C(CCOCCOCCOCCOCCC(=O)OC1=C(C(=C(C(=C1F)F)F)F)F)(=O)OC1=C(C(=C(C(=C1F)F)F)F)F bis(2,3,4,5,6-pentafluorophenyl) 4,7,10,13-tetraoxahexadecanedioate